Cl.C(C1=CC=CC=C1)N[C@@H](C)C1=CC=CC=C1 (S)-(-)-N-benzyl-1-phenyl-ethylamine hydrochloride